1-phenyl-3-(4-t-butylstyryl)-5-(4-t-butylphenyl)pyrazoline C1(=CC=CC=C1)N1NC(=CC1C1=CC=C(C=C1)C(C)(C)C)C=CC1=CC=C(C=C1)C(C)(C)C